rel-2-(methoxymethyl)-N-(3-((1R,3S)-3-((2-methylpyridin-3-yl)oxy)cyclopentyl)-1H-pyrazol-5-yl)pyrazolo[1,5-a]pyrazin-4-amine COCC1=NN2C(C(=NC=C2)NC2=CC(=NN2)[C@H]2C[C@H](CC2)OC=2C(=NC=CC2)C)=C1 |o1:17,19|